C(C)(C)(C)OC(=O)NCC1C([C@H](N(C1)C(=O)OC(C)(C)C)C(=O)OC)CCCB1OC(C(O1)(C)C)(C)C 1-(tert-butyl) 2-methyl (2S)-4-(((tert-butoxycarbonyl)amino)methyl)-3-(3-(4,4,5,5-tetramethyl-1,3,2-dioxaborolan-2-yl)propyl)pyrrolidine-1,2-dicarboxylate